FC=1C=C(C=C(C1OCCCC(=O)OCC)F)C1=CC(=CC=C1)OC(C)C ethyl 4-(3,5-difluoro-3'-isopropoxy-biphenyl-4-yloxy)-butyrate